C1[C@@H]([C@H](O[C@H]1N2C=CC(=O)NC2=O)COP(=O)([O-])OP(=O)([O-])[O-])O The molecule is a 2'-deoxyribonucleoside 5'-diphosphate obtained by deprotonation of the diphosphate OH groups of 2'-deoxyuridine 5'-diphosphate (dUDP). It has a role as a human metabolite and a Saccharomyces cerevisiae metabolite. It is a conjugate base of a dUDP.